(R/S)-3-[[5-[3-(Difluoromethyl)-4-fluoro-phenyl]-3-pyridyl]methyl]-4-methyl-oxazolidin-2-one FC(C=1C=C(C=CC1F)C=1C=C(C=NC1)CN1C(OC[C@H]1C)=O)F |r|